COC(CCC[C@H]1O[C@@]([C@@H]([C@@H]1O)O)(C#N)C1=CC=C2C(=NC=NN21)N)=O (2R,3S,4R,5R)-5-(4-Aminopyrrolo[2,1-f][1,2,4]triazin-7-yl)-5-cyano-3,4-dihydroxytetrahydrofuran-2-butyric acid methyl ester